BrC=1C(N(C(N(C1[C@H](CNC(=O)OC(C)(C)C)C)CC(=O)[O-])=O)C)=O [5-bromo-3-Methyl-((S)-2-tert-butoxycarbonylamino-1-methyl-ethyl)-2,4-dioxo-3,4-dihydro-2H-pyrimidin-1-yl]-acetate